ClC1=CC=C(C=C1)C1OC2=C(C1=O)C(=CC(=C2)OC)OC 2-(4-chlorophenyl)-4,6-dimethoxybenzofuran-3(2H)-one